ClC=1C=C(C=CC1)[C@@H](CN1[C@@H](C[C@@H](C1)COC1=CC=C(C=C1)S(=O)(=O)C)C)O (1S)-1-(3-chlorophenyl)-2-[(2R,4S)-4-[(4-methanesulfonyl-phenoxy)methyl]-2-methylpyrrolidin-1-yl]ethan-1-ol